BrC=1SC=C(N1)CN[C@@H]1[C@H](CCCC1)O (1S,2S)-2-(((2-bromothiazol-4-yl)methyl)amino)cyclohexan-1-ol